C(#N)C=1C(=CC(=NC1)NC(=O)C=1CNN2C1N=C(C=C2)C=O)NCCOC N-(5-cyano-4-((2-methoxyethyl)amino)pyridin-2-yl)-5-formyl-1H-pyrazolo[1,5-a]pyrimidine-3-carboxamide